acryloyloxyethyl-biphenyl C(C=C)(=O)OCCC1=C(C=CC=C1)C1=CC=CC=C1